C1(CC1)CC1=NN=C2N1C=CC(=C2C(F)(F)F)C2=CC=NO2 5-(3-(cyclopropylmethyl)-8-(trifluoromethyl)-[1,2,4]triazolo[4,3-a]pyridin-7-yl)isoxazole